C=1N=CN2C1C=C(C=C2)OC2=C(C=C(NC1=NC=NC3=CC=C(C=C13)C1CN(CCC1)C(=O)OC(C)(C)C)C=C2)C tert-butyl 3-[4-(4-imidazo[1,5-a]pyridin-7-yloxy-3-methyl-anilino)quinazolin-6-yl]piperidine-1-carboxylate